BrC1=C(C(=C2C(=NC(=NC2=C1F)SC)N1[C@@H](CCCC1)CO)F)Cl (S)-(1-(7-bromo-6-chloro-5,8-difluoro-2-(methylthio)quinazolin-4-yl)piperidin-2-yl)methanol